CN(CCC(C(C)C)N1CC2(C1)CN(CC2)C=2N=CN=NC2OC2=C(C(=O)N(C(C)C)CC)C=C(C=C2)F)C 2-((5-(2-(1-(dimethylamino)-4-methylpentan-3-yl)-2,6-diazaspiro[3.4]octan-6-yl)-1,2,4-triazin-6-yl)oxy)-N-ethyl-5-fluoro-N-isopropylbenzamide